C(C)(C)(C)OC(=O)N1CC(C(CC1)C=1N=NC(=CC1C)N)C 4-(6-amino-4-methylpyridazin-3-yl)-3-methylpiperidine-1-carboxylic acid tert-butyl ester